NCCCCCCCC/C=C/C(=O)N1C[C@@H](CCC1)N1N=C(C=2C1=NC=NC2N)C2=CC=C(C=C2)OC2=CC=CC=C2 (E)-11-amino-1-[(3R)-3-[4-amino-3-(4-phenoxyphenyl)pyrazolo[3,4-d]pyrimidin-1-yl]-1-piperidyl]undec-2-en-1-one